C(C)(C)(C)OC(=O)N1[C@H]([C@H](CCC1)C(=O)OC)C(=O)O cis-1-(tert-butoxycarbonyl)-3-(methoxycarbonyl)piperidine-2-carboxylic acid